O=C1NC(CCC1N1C(N(C2=C1C=CC(=C2)C#CCOCCOCCOCCNC(OC(C)(C)C)=O)C)=O)=O tert-butyl N-[2-[2-[2-[3-[1-(2,6-dioxo-3-piperidyl)-3-methyl-2-oxo-benzimidazol-5-yl]prop-2-ynoxy]ethoxy]ethoxy]ethyl]carbamate